O=C(C)C=C(C)C mesityl oxide